benzyl (4-{[2-(2-{(1R,2S,8R)-2,9,9-trimethyl-3,5-dioxa-4-boratricyclo-[6.1.1.02,6]dec-4-yl}-1-pyrrolidinyl)-2-oxoethylamino]carbonyl}-7-quinolyloxy)acetate C[C@@]12[C@H]3C([C@@H](CC2OB(O1)C1N(CCC1)C(CNC(=O)C1=CC=NC2=CC(=CC=C12)OCC(=O)OCC1=CC=CC=C1)=O)C3)(C)C